[Si](C)(C)(C(C)(C)C)OC1CN(C1)C1=CC=2N(C=C1)C1=C(N2)C=C(C=C1)[Sn](CCCC)(CCCC)CCCC 3-(3-((tert-butyldimethylsilyl)oxy)azetidin-1-yl)-7-(tributylstannyl)benzo[4,5]imidazo[1,2-a]pyridine